BrC1=CC=CC(=N1)OCC1=C(C=C(C=C1)Cl)CCCO 3-[2-[(6-bromo-2-pyridyl)oxymethyl]-5-chloro-phenyl]propan-1-ol